CN1N=CC(=C1)C=1C=CC(=C(C1)O)C=1N=NC(=CC1)OC1CC(NC(C1)(C)C)(C)C 5-(1-methyl-1H-pyrazol-4-yl)-2-{6-[(2,2,6,6-tetramethylpiperidin-4-yl)oxy]pyridazin-3-yl}phenol